(2S)-2-(4-chlorophenyl)-1-[4-[(5R,7R)-7-hydroxy-5-methyl-6,7-dihydro-5H-cyclopenta[d]pyrimidin-4-yl]piperazin-1-yl]-3-(isopropylamino)propan-1-one ClC1=CC=C(C=C1)[C@H](C(=O)N1CCN(CC1)C=1C2=C(N=CN1)[C@@H](C[C@H]2C)O)CNC(C)C